C(CCCCCCCCCCCCCCCC)OC(CCCCCCCCCCC)=O lauric acid heptadecyl ester